1,3-dimethyl-5,5-bis[2-(4-pyridyl)ethyl]-2,4,6(1H,3H,5H)-pyrimidinetrione CN1C(N(C(C(C1=O)(CCC1=CC=NC=C1)CCC1=CC=NC=C1)=O)C)=O